NC=1C=C(C(=O)NC=2C=C(C=CC2O[Si](OCC)(OCC)OCC)C(C(F)(F)F)(C(F)(F)F)C2=CC(=C(C=C2)O[Si](OCC)(OCC)OCC)NC(C2=CC(=CC=C2)N)=O)C=CC1 2,2-bis(3-(3-aminobenzoylamino)-4-triethoxysiloxyphenyl)hexafluoropropane